N1C=C(C2=CC=CC=C12)CC(CCCC)NC(=O)C1=CC=2C(=NC(=CC2S1)N1CCN(CC1)C)C N-(1-(1H-indol-3-yl)hexane-2-yl)-4-methyl-6-(4-methylpiperazin-1-yl)thieno[3,2-c]pyridine-2-carboxamide